CC(CC)CCCCCC cis-3-methylnonane